3-(5-(2,3-dihydro-1H-inden-4-yl)-6-methoxy-1-(4-methoxybenzyl)-1H-pyrazolo[4,3-b]pyridin-3-yl)-3',6'-dihydro-[2,4'-bipyridine]-1'(2'H)-carboxylic acid tert-butyl ester C(C)(C)(C)OC(=O)N1CCC(=CC1)C1=NC=CC=C1C1=NN(C=2C1=NC(=C(C2)OC)C2=C1CCCC1=CC=C2)CC2=CC=C(C=C2)OC